6'-bromo-5'-fluoro-2'-(4-methoxybenzyl)-2',3'-dihydro-1'H-spiro[cyclopropane-1,4'-isoquinoline] BrC=1C(=C2C3(CN(CC2=CC1)CC1=CC=C(C=C1)OC)CC3)F